FC1=CC=CC=2OC(OC21)F difluorobenzo-1,3-dioxole